ClC1=CC=C(N=N1)N([C@@H]1[C@@H]([C@H]2CC[C@@H](C1)N2C(=O)OC(C)(C)C)F)C |r| (±)-(1R,2S,3S,5S)-tert-butyl 3-((6-chloropyridazin-3-yl)(methyl)amino)-2-fluoro-8-azabicyclo[3.2.1]octane-8-carboxylate